O=C(/C=C/C(=O)OCC)NC1=CC(=NC=C1)C=1C=C(C=CC1)C (E)-ethyl 4-oxo-4-((2-(m-tolyl)pyridine-4-yl)amino)but-2-enoate